cyclohexylmethanamine C1(CCCCC1)CN